4-(2-(2-(2,6-dimethylpyridin-4-yl)-3-isopropyl-1H-indol-5-yl)-4,5,6,7-tetrahydrothieno[2,3-c]pyridine-6-carbonyl)-1-methylpyrrolidin-2-one CC1=NC(=CC(=C1)C=1NC2=CC=C(C=C2C1C(C)C)C1=CC2=C(CN(CC2)C(=O)C2CC(N(C2)C)=O)S1)C